(S)-N-(3-chloro-4-fluorophenyl)-7'-methyl-2'H,4'H,7'H-spiro[pyrrolidine-3,3'-pyrrolo[3,4-b][1,4,5]oxathiazepine]-6'-carboxamide 1',1'-dioxide hydrochloride Cl.ClC=1C=C(C=CC1F)NC(=O)C=1N(C=C2C1OC[C@@]1(NS2(=O)=O)CNCC1)C